ethyl 1-[(4-{4-[(2,6-difluorophenyl) methyl]-5-oxo-1,2,4-triazol-1-yl}-2-fluorophenyl) methyl]-2,5-dimethylimidazole-4-carboxylate FC1=C(C(=CC=C1)F)CN1C=NN(C1=O)C1=CC(=C(C=C1)CN1C(=NC(=C1C)C(=O)OCC)C)F